NC1=C(C=C(C=C1C(=O)N)C1=NC=C(C=C1)Cl)C1=CC=C(C=C1)S(N)(=O)=O 2-amino-5-(5-chloropyridin-2-yl)-4'-sulfamoyl-[1,1'-biphenyl]-3-carboxamide